C([2H])([2H])([2H])C1=CC=CC2=CNC3C=4N(C(=C21)C3)C3=C(N4)C=CC=C3 (methyl-d3)-6,7-dihydro-7,14-methanobenzo[f]benzo[4,5]imidazo[1,2-a][1,4]diazocin